6-chloro-N-{3-[2-(4-chloro-3-fluorophenoxy)acetamido]bicyclo[1.1.1]pent-1-yl}-4-(2,2-difluoro-1-methylcyclopropane-1-carbonyl)-3,4-dihydro-2H-1,4-benzoxazine-2-carboxamide ClC=1C=CC2=C(N(CC(O2)C(=O)NC23CC(C2)(C3)NC(COC3=CC(=C(C=C3)Cl)F)=O)C(=O)C3(C(C3)(F)F)C)C1